FC1=CC=C(C=C1)COC=1C=C(C=CC1B1OC(C(O1)(C)C)(C)C)NS(=O)(=O)CC N-{3-[(4-fluorophenyl)methoxy]-4-(4,4,5,5-tetramethyl-1,3,2-dioxaborolan-2-yl)phenyl}ethane-1-sulfonamide